[Li+].C1(CC1)[C@@H]1[C@@H](N1C)C(=O)[O-] (2R,3R)-3-cyclopropyl-1-methylaziridine-2-carboxylic acid lithium salt